tert-butyl (3aR,5s,6aS)-5-((4-(tert-butyl)-6-chloropyridazin-3-yl)amino)hexahydrocyclopenta[c]pyrrole-2(1H)-carboxylate C(C)(C)(C)C1=C(N=NC(=C1)Cl)NC1C[C@@H]2[C@@H](CN(C2)C(=O)OC(C)(C)C)C1